ClC=1C(=CC(=NC1)N)F 5-Chloro-4-fluoropyridin-2-amine